S1C(=CC=C1CN1CCN(CC1)CC=1C=C2CNC(C2=CC1)=O)C=1SC=CC1 5-((4-([2,2'-bithiophen]-5-ylmethyl)piperazin-1-yl)methyl)-1-oxoisoindoline